C(C(=O)O)N(C(=N)N)C(P(=O)(O)O)(P(=O)(O)O)P(=O)(O)O Tris-Phosphocreatine